ClC1=NC(=CC=C1OC[C@@](CC(C)C)(C)NC(OC(C)(C)C)=O)C1=CC=NC2=CC(=CC=C12)F (S)-tert-butyl (1-((2-chloro-6-(7-fluoroquinolin-4-yl)pyridin-3-yl)oxy)-2,4-dimethylpentan-2-yl)carbamate